2-(4-cyclopropyl-6-methoxypyrimidin-5-yl)-6,6-dimethyl-8-(4-(5-methyl-3-(trifluoromethyl)-1H-pyrazol-1-yl)benzyl)-6H-pyrimido[5,4-b][1,4]oxazin-7(8H)-one C1(CC1)C1=NC=NC(=C1C=1N=CC=2OC(C(N(C2N1)CC1=CC=C(C=C1)N1N=C(C=C1C)C(F)(F)F)=O)(C)C)OC